NC1=C2C(=NC=N1)N(N=C2C#CC=2C(=CC1=C(N=C(S1)C1CC1)C2F)F)C2CN(C2)C(\C=C\CN(C)C)=O (E)-1-(3-(4-amino-3-((2-cyclopropyl-4,6-difluoro-benzo[d]thiazol-5-yl)ethynyl)-1H-pyrazolo[3,4-d]pyrimidin-1-yl)azetidin-1-yl)-4-(dimethylamino)but-2-en-1-one